[N+](=O)([O-])C1=CC=CC2=C1C=CO2 4-nitro-benzofuran